BrC1=CC=C(C=C1)NC(NCC(=O)N[C@H](C(=O)OC(C)(C)C)CCC)=O (S)-tert-butyl 2-(2-(3-(4-bromophenyl)ureido) acetamido)pentanoate